5-chloro-N-(2-(methylthio)pyridin-4-yl)-2-(4-(trifluoromethoxy)phenoxy)-4-(trifluoromethyl)benzamide ClC=1C(=CC(=C(C(=O)NC2=CC(=NC=C2)SC)C1)OC1=CC=C(C=C1)OC(F)(F)F)C(F)(F)F